(2R,7aR)-methyl 2-((tert-butyldiphenylsilyl)oxy)hexahydro-1H-pyrrolizine-7a-carboxylate [Si](C1=CC=CC=C1)(C1=CC=CC=C1)(C(C)(C)C)O[C@@H]1C[C@]2(CCCN2C1)C(=O)OC